4-[[2-fluoro-6-[2-(trideuteriomethoxy)-4-(trifluoromethoxy)phenoxy]-4-(trifluoromethoxy)benzoyl]amino]pyridine-2-carboxamide FC1=C(C(=O)NC2=CC(=NC=C2)C(=O)N)C(=CC(=C1)OC(F)(F)F)OC1=C(C=C(C=C1)OC(F)(F)F)OC([2H])([2H])[2H]